2'-(4-methoxybenzyl)-6'-((4-methoxybenzyl)(pyrimidin-4-yl)amino)-1',5'-dioxo-1',5'-dihydro-2'H-spiro[cyclohexane-1,3'-imidazo[1,5-a]pyridine]-8'-aldehyde COC1=CC=C(CN2C3(N4C(=C(C=C(C4=O)N(C4=NC=NC=C4)CC4=CC=C(C=C4)OC)C=O)C2=O)CCCCC3)C=C1